(S)-4-ethyl-8-fluoro-4-hydroxy-11-(3-cyclopropylaminopropyl)-9-methyl-1,12-dihydro-14H-pyrano[3',4':6,7]indolizino[1,2-b]quinoline-3,14(4H)-dione C(C)[C@]1(C(OCC=2C(N3CC=4C(=NC=5C=C(C(=CC5C4CCCNC4CC4)C)F)C3=CC21)=O)=O)O